C(C\C=C/CC)OC(C1=C(C=CC=C1)O)=O (Z)-hex-3-en-1-yl-2-hydroxybenzoate